ClC1=NC(=NC=C1C#N)NC1=CC=2C3=C(C(N(C2C=C1)C)=O)OCC([C@@H](N3)C3CC3)(F)F (S)-4-chloro-2-((2-cyclopropyl-3,3-difluoro-7-methyl-6-oxo-1,2,3,4,6,7-hexahydro-[1,4]oxazepino[2,3-c]quinolin-10-yl)amino)pyrimidine-5-carbonitrile